N-(1-Isopropyl-1H-1,2,3-triazol-4-yl)-6-(1-isopropyl-1H-pyrazol-3-yl)-5-methyl-2-(1-methyl-1H-imidazol-2-yl)pyrrolo[2,1-f][1,2,4]triazin-4-amine C(C)(C)N1N=NC(=C1)NC1=NC(=NN2C1=C(C(=C2)C2=NN(C=C2)C(C)C)C)C=2N(C=CN2)C